CN(C[C@@H]([C@@H](CC)C=1C=C(C=CC1)O)C)C 3-[(1R,2R)-3-(dimethylamino)-1-ethyl-2-methylpropyl]phenol